(1R,2S,3R,5R)-3-{4-amino-5-bromopyrrolo[2,3-d]pyrimidin-7-yl}-5-[{{3-[(2-phenylethyl)amino]propyl}amino}methyl]cyclopentane-1,2-diol NC=1C2=C(N=CN1)N(C=C2Br)[C@H]2[C@@H]([C@@H]([C@H](C2)CNCCCNCCC2=CC=CC=C2)O)O